O=C1NC(CCC1N1C(C2(CC1=O)CCNCC2)=O)=O 2-(2,6-dioxo-3-piperidyl)-2,8-diazaspiro[4.5]decane-1,3-dione